((2R,3R,4R,5R)-4-acetoxy-3-cyclopropyl-5-(4,6-dichloro-1H-pyrazolo[3,4-d]pyrimidin-1-yl)-3-hydroxytetrahydrofuran-2-yl)benzoic acid methyl ester COC(C1=C(C=CC=C1)[C@H]1O[C@H]([C@@H]([C@@]1(O)C1CC1)OC(C)=O)N1N=CC=2C1=NC(=NC2Cl)Cl)=O